(R)-N-(5-(2-Cyano-5-(3,3,3-trifluoro-2-hydroxy-2-methylpropoxy)pyridin-4-yl)pyrazolo[1,5-a]pyridin-2-yl)cyclopropanecarboxamide C(#N)C1=NC=C(C(=C1)C1=CC=2N(C=C1)N=C(C2)NC(=O)C2CC2)OC[C@@](C(F)(F)F)(C)O